1-[5-(trifluoromethyl)-2-pyridyl]ethanone FC(C=1C=CC(=NC1)C(C)=O)(F)F